Tert-butyl (4S)-4-ethynyl-2,2-dimethyl-1,3-oxazolidine-3-carboxylate C(#C)[C@@H]1N(C(OC1)(C)C)C(=O)OC(C)(C)C